OC(=O)C(F)(F)F.COC(CCOC1C(C2=CC=CC=C2C1)NC=1C=NNC(C1C(F)(F)F)=O)=O.C(C)C(CCCCC)(C=1C(NN=NC1)=O)CC diethylhexyl-triazinone Methyl-3-[(1-[[6-oxo-5-(trifluoromethyl)-1,6-dihydropyridazin-4-yl]amino]-2,3-dihydro-1H-inden-2-yl)oxy]propanoate TFA salt